2-ethyl-7-methoxy-1-methyl-1H-pyrrolo[2,3-c]pyridine C(C)C1=CC=2C(=C(N=CC2)OC)N1C